ClC1=C(C=C(C=C1)C1=CN(C2=NC(=CC=C21)C(=O)N2C(CN(CC2)C2=NC(=C(C(=O)O)C(=C2)C)C)(C)C)CC2(COC2)C)F 6-(4-(3-(4-chloro-3-fluorophenyl)-1-((3-methyloxetan-3-yl)methyl)-1H-pyrrolo[2,3-b]pyridine-6-carbonyl)-3,3-dimethylpiperazin-1-yl)-2,4-dimethylnicotinic acid